FC(O[C@H]1C[C@H](C1)N1N=CC(=C1)C(=O)O)(F)F 1-(cis-3-(trifluoromethoxy)cyclobutyl)-1H-pyrazole-4-carboxylic acid